Tert-butyl (R)-(1-(8-(trifluoromethyl)imidazo[1,2-a]pyridin-6-yl)pyrrolidin-3-yl)-carbamate FC(C=1C=2N(C=C(C1)N1C[C@@H](CC1)NC(OC(C)(C)C)=O)C=CN2)(F)F